BrC1=CC(=C(CNC(OCCCC)=O)C(=C1)F)Cl butyl (4-bromo-2-chloro-6-fLuorobenzyl)carbamate